FC(F)(F)C=1C(=NC(=C(C1N)N)N)C=1C=NC=CC1 (trifluoromethyl)[2,3'-bipyridine]-4,5,6-triamine